NC([C@H](C[C@H]1C(NCC1)=O)NC(=O)[C@H]1NC[C@@H](C1)SC)=O (2S,4R)-N-[(1S)-2-amino-2-oxo-1-[[(3S)-2-oxopyrrolidin-3-yl]methyl]ethyl]-4-methylsulfanyl-pyrrolidine-2-carboxamide